methyl 5-bromo-2-oxo-1-(3-(trimethylsilyl)prop-2-yn-1-yl)-1,2-dihydropyridine-3-carboxylate BrC=1C=C(C(N(C1)CC#C[Si](C)(C)C)=O)C(=O)OC